2-oxo-1-(4-fluorophenyl)-1,2-dihydropyridine-3-carboxamide O=C1N(C=CC=C1C(=O)N)C1=CC=C(C=C1)F